(3-Chloro-2,4-dimethyl-5,7-dihydropyrrolo[3,4-b]pyridin-6-yl)-[(3R)-1-(6-cyclopropylpyrazin-2-yl)pyrrolidin-3-yl]methanon ClC=1C(=C2C(=NC1C)CN(C2)C(=O)[C@H]2CN(CC2)C2=NC(=CN=C2)C2CC2)C